C(#N)C=1C=NN2C1C(=CC(=C2)OCC(C)(C)O)C=2C=CC(=NC2)N2CCC(CC2)(C)NC(=O)C2=NC=CC(=N2)OC N-(1-(5-(3-cyano-6-(2-hydroxy-2-methylpropoxy)pyrazolo[1,5-a]pyridin-4-yl)pyridin-2-yl)-4-methylpiperidin-4-yl)-4-methoxypyrimidine-2-carboxamide